[Cu+].C(C)#N.C(C)#N.C(C)#N.C(C)#N tetrakis(acetonitrile)-copper(I) salt